(R)-tert-butyl ((1-(1-cyclopropyl-5-nitro-1H-indazol-4-yl)piperidin-3-yl)methyl)(methyl)carbamate C1(CC1)N1N=CC2=C(C(=CC=C12)[N+](=O)[O-])N1C[C@@H](CCC1)CN(C(OC(C)(C)C)=O)C